C(CCCCCCCCCC)OC(CCCCCCC\C=C/CCCCCCCC)=O undecyl-oleate